COC(=O)C1=CC(=NC(=C1)C([2H])([2H])[2H])C1=CCN(C=C1)C 4-(4-(methoxycarbonyl)-6-(methyl-d3)pyridin-2-yl)-1-methyl-1H-pyridine